BrC=1C=C2C(=NC1)NN=C2C(=O)C=2C(=C(C(=CC2F)F)NS(=O)(=O)CCC)F N-[3-(5-bromo-1H-pyrazolo[3,4-b]pyridine-3-carbonyl)-2,4,6-trifluorophenyl]propane-1-sulfonamide